C(C=C)(=O)NC(CN)=O N-acryloylglycine amide